[Si](C)(C)(C(C)(C)C)OCC1=NN(C=C1C1=C(C(=C(C=C1)B(O)O)F)F)CCOC [4-[3-[[tert-butyl(dimethyl)silyl]oxymethyl]-1-(2-methoxyethyl)pyrazol-4-yl]-2,3-difluoro-phenyl]boronic acid